C(C)(C)(C)OC(=O)N1[C@@H](C[C@@H](CC1)C(C)([2H])[2H])C1=CC=CC=C1 |r| Rac-(2s,4r)-4-(1,1-dideuteroethyl)-2-phenyl-piperidine-1-carboxylic acid tert-butyl ester